(2S,7aR)-2-fluoro-5-oxo-tetrahydro-1H-pyrrolizine F[C@H]1C[C@H]2CCC(N2C1)=O